CC=1N=C(SC1S(=O)(=O)N)N1C(N(CCC1)C1=CC=C(C=C1)B1OC(C(O1)(C)C)(C)C)=O 4-methyl-2-(2-oxo-3-(4-(4,4,5,5-tetramethyl-1,3,2-dioxaborolan-2-yl)phenyl)tetrahydropyrimidin-1(2H)-yl)thiazole-5-sulfonamide